C(OC)([O-])=O.C(OC)([O-])=O dimethyl biscarbonate